CC=1NC2=CC=CC=C2C1CCNS(=O)(=O)C1=CC=C(C=C1)[N+](=O)[O-] N-(2-(2-methyl-1H-indol-3-yl)ethyl)-4-nitrobenzenesulfonamide